O1C(=NC2=C1C=CC=C2)NC(=O)C2CCCCCCC2 N-(1,3-benzoxazol-2-yl)cyclooctanecarboxamide